1-[3-(1-hydroxyethyl)-6-[5-[(4-methyl-2,3-dihydropyridazino[4,5-b][1,4]oxazin-8-yl)amino]benzimidazol-1-yl]-2-pyridyl]-5-methyl-pyrazole-3-carbonitrile OC(C)C=1C(=NC(=CC1)N1C=NC2=C1C=CC(=C2)NC2=NN=CC1=C2OCCN1C)N1N=C(C=C1C)C#N